O=C(\C=C/C=1C=C(C=CC1)N=NC=1C(=CC2=CC(=CC=C2C1)S(=O)(=O)[O-])S(=O)(=O)[O-])C1=CC=CC=C1 3-[[3-[(Z)-3-oxo-3-phenylprop-1-enyl]phenyl]diazenyl]naphthalene-2,7-disulfonate